[Na+].N1C=NC2=C1C=C(C=C2S(=O)(=O)[O-])S(=O)(=O)O 1H-benzimidazole-4,6-disulfonic acid, monosodium salt